OC1=C(N(S(C2=C1C=CC=C2)(=O)=O)C)C(=O)NC2=NC=CC=C2 4-hydroxy-2-methyl-N-(2-pyridyl)-2H-1,2-benzothiazine-3-carboxamide-1,1-dioxide